The molecule is a 3-ADP-glyceric acid having a phosphate group at the 2-position of the glyceric acid moiety. It is a tetronic acid derivative and a 3-ADP-glyceric acid. It derives from a glyceric acid. It is a conjugate acid of a 3-ADP-2-phosphoglycerate(5-). C1=NC(=C2C(=N1)N(C=N2)[C@H]3[C@@H]([C@@H]([C@H](O3)COP(=O)(O)OP(=O)(O)OCC(C(=O)O)OP(=O)(O)O)O)O)N